C(#N)C=1C(=NC(=C(C1CC)C#N)N1CCC(CC1)N1[C@H](CC[C@@H]1C)C)SC(C(=O)N)C1=CC=CC=C1 2-((3,5-dicyano-6-(4-((2S,5S)-2,5-dimethylpyrrolidin-1-yl)piperidin-1-yl)-4-ethylpyridin-2-yl)thio)-2-phenylacetamide